C(C=C)N(C(=S)NC(=O)OCC)CC=C N,N-diallyl-ethoxycarbonyl-thionourea